BrC1=C(C(=CC(=C1)C(C(F)(F)F)C(F)(F)F)C(F)(F)F)NC(C1=C(C(=CC=C1)NCC1CC1)F)=O N-[2-bromo-4-(1,1,1,3,3,3-hexafluoroprop-2-yl)-6-trifluoromethylphenyl]-3-(cyclopropylmethylamino)-2-fluorobenzamide